((5-fluoro-4-methylpyridin-2-yl)sulfonyl)(isothiazol-3-yl)carbamic acid tert-butyl ester C(C)(C)(C)OC(N(C1=NSC=C1)S(=O)(=O)C1=NC=C(C(=C1)C)F)=O